2-(2-hydroxy-2-phenylpropoxy)isoindole-1,3-dione OC(CON1C(C2=CC=CC=C2C1=O)=O)(C)C1=CC=CC=C1